tert-butyl (S)-3-(5-(3-(3-acetoxy-2,2-dimethylpropyl)-5-bromo-1-(2-((tetrahydro-2H-pyran-4-yl)oxy)ethyl)-1H-indol-2-yl)-6-(1-methoxyethyl)pyridin-3-yl)azetidine-1-carboxylate C(C)(=O)OCC(CC1=C(N(C2=CC=C(C=C12)Br)CCOC1CCOCC1)C=1C=C(C=NC1[C@H](C)OC)C1CN(C1)C(=O)OC(C)(C)C)(C)C